FC=1C=C(C(=O)NC=2SC(=CN2)C2=CC(=CC=C2)N2CCCC2)C=C(C1O)/C=N/OC1=CC=CC=C1 (E)-3-fluoro-4-hydroxy-5-((phenoxyimino)methyl)-N-(5-(3-(pyrrolidin-1-yl)phenyl)thiazol-2-yl)benzamide